ClC=1C=C(C=NC1)C1=CC(=C(C(=C1)CC)NC(C(C)(C)C=1N=C(SC1)NS(=O)(=O)C1CC1)=O)CC N-(4-(5-chloropyridin-3-yl)-2,6-diethylphenyl)-2-(2-(cyclopropanesulfonamido)thiazol-4-yl)-2-methylpropanamide